Bromine (cyclobutyl)zinc C1(CCC1)[Zn].[Br]